OC(C[C@@](C(=O)O)(C(CCCCCCCCCCCCCCC)O)CCCCCCCCCCCCCC)CO (2R)-2,3-dihydroxypropyl-3-hydroxy-2-tetradecyl-octadecanoic acid